CC1(OB(OC1(C)C)[C@H]1[C@H](C1)C1=CC=C(C=C1)OC(F)(F)F)C |&1:8| racemic-4,4,5,5-tetramethyl-2-((2S,2S)-2-(4-(trifluoromethoxy)phenyl)cyclopropyl)-1,3,2-dioxaborolane